O1CCN(CC1)C=1C2=C(N=CN1)N(C(=C2)C2=CC=C(C=C2)NC(=O)C2=NC=CC(=C2)NC2CCN(CC2)C(=O)OC(C)(C)C)COCC[Si](C)(C)C tert-butyl 4-((2-((4-(4-morpholino-7-((2-(trimethylsilyl)ethoxy)methyl)-7H-pyrrolo[2,3-d]pyrimidin-6-yl)phenyl)carbamoyl)pyridin-4-yl)amino)piperidine-1-carboxylate